C(C)N1C=NC(=C1)C1=NC2=NC=CC(=C2C=C1)C1=CN=C2N1N=C(C(=C2)C2=CC=C(C=C2)[C@@]21CN(C[C@H]1C2)C2CCOCC2)C 2-(1-ethyl-1H-imidazol-4-yl)-5-(6-methyl-7-(4-((1r,5s)-3-(tetrahydro-2H-pyran-4-yl)-3-azabicyclo[3.1.0]hex-1-yl)phenyl)imidazo[1,2-b]pyridazin-3-yl)-1,8-naphthyridine